[Li].[Ca] calcium, lithium salt